ClC=1C=C(NC(CN(C(OC(C)(C)C)=O)C)=O)C=CC1C1CC1 tert-butyl N-[2-(3-chloro-4-cyclopropyl-anilino)-2-oxo-ethyl]-N-methyl-carbamate